CN1C(C(=CC(=C1)B1OC(C(O1)(C)C)(C)C)NC1=NN2C(CN(CC2)C)=C1)=O 1-methyl-3-({5-methyl-4H,5H,6H,7H-pyrazolo[1,5-a]pyrazin-2-yl}amino)-5-(tetramethyl-1,3,2-dioxa-borolan-2-yl)-1,2-dihydropyridin-2-one